OCCC1=NN(C=C1NC(OC(C)(C)C)=O)C tert-butyl N-[3-(2-hydroxyethyl)-1-methyl-pyrazol-4-yl]carbamate